Cl.N[C@@H]1CN(CCC1)C1=C(C=NC(=C1)NC1=NC(=NC=C1)C1=C(C=CC=C1OC)F)C=1C=NN(C1)CCO (S)-2-(4-(4-(3-aminopiperidin-1-yl)-6-((2-(2-fluoro-6-methoxyphenyl)pyrimidin-4-yl)amino)pyridin-3-yl)-1H-pyrazol-1-yl)ethan-1-ol hydrochloride